4-(Hydroxymethyl)benzene-1-sulfinic acid OCC1=CC=C(C=C1)S(=O)O